(S)-6-methyl-N-(4-methyl-3-(7-(methylamino)-1,6-naphthyridin-3-yl)phenyl)-5,6,7,8-tetrahydroimidazo[1,2-a]pyridine-3-carboxamide C[C@H]1CCC=2N(C1)C(=CN2)C(=O)NC2=CC(=C(C=C2)C)C=2C=NC1=CC(=NC=C1C2)NC